trans-(R)-3,7-dimethyloct-6-en-1-yl-2-(1,3-dithian-2-yl)-3,4-diphenylcyclobut-2-en-1-carboxylate C[C@@H](CCOC(=O)[C@@H]1C(=C([C@H]1C1=CC=CC=C1)C1=CC=CC=C1)C1SCCCS1)CCC=C(C)C